(S)-6-(1-(3-fluoroazetidin-1-yl)ethyl)-2-(3-(3-((4-methyl-4H-1,2,4-triazol-3-yl)methyl)oxetan-3-yl)phenyl)-4-(trifluoromethyl)isoindolin-1-one FC1CN(C1)[C@@H](C)C1=CC(=C2CN(C(C2=C1)=O)C1=CC(=CC=C1)C1(COC1)CC1=NN=CN1C)C(F)(F)F